2-(4-chlorophenyl)-N-{[2-(2,6-dioxopiperidin-3-yl)-1-oxoisoindoline-5-yl]methyl}-2,2-difluoroacetamide ClC1=CC=C(C=C1)C(C(=O)NCC=1C=C2CN(C(C2=CC1)=O)C1C(NC(CC1)=O)=O)(F)F